ClC=1C=CC2=C([C@@H](C[C@H](O2)C(=O)NC23CC(C2)(C3)C=3N=C(SC3)C3=CC=C(C=C3)Cl)O)C1 (2S,4R)-6-chloro-N-{3-[2-(4-chlorophenyl)-1,3-thiazol-4-yl]bicyclo[1.1.1]pentan-1-yl}-4-hydroxy-3,4-dihydro-2H-1-benzopyran-2-carboxamide